[1-(2-chloropyridin-4-yl)-3,3-difluoro-cyclobutyl]-(4-methyl-4H-1,2,4-triazol-3-yl)methanol ClC1=NC=CC(=C1)C1(CC(C1)(F)F)C(O)C1=NN=CN1C